(2-fluoro-4-(hydrazinocarbonyl)benzyl)-N-phenylthiomorpholine-4-carboxamide 1,1-dioxide FC1=C(CC2N(CCS(C2)(=O)=O)C(=O)NC2=CC=CC=C2)C=CC(=C1)C(=O)NN